N-[6-(5-chloro-2-fluorophenyl)pyridazin-4-yl]-7-(3-{[3-(methylamino)propyl]amino}propoxy)quinolin-4-amine ClC=1C=CC(=C(C1)C1=CC(=CN=N1)NC1=CC=NC2=CC(=CC=C12)OCCCNCCCNC)F